C1(=CC=CC=C1)C(=C)C1=C(C=CC=C1)C 2-phenyl-2-(o-tolyl)ethylene